N-(2-azaspiro[3.5]non-7-yl)acetamide C1NCC12CCC(CC2)NC(C)=O